(1S,2R)-2-(Toluene-4-sulfonyl)-cyclopentanecarboxylic acid (4-cyano-cyclohexyl)-(4-methyl-benzyl)-amide C(#N)C1CCC(CC1)N(C(=O)[C@H]1[C@@H](CCC1)S(=O)(=O)C1=CC=C(C)C=C1)CC1=CC=C(C=C1)C